(E)-10,12,14-Hexadecatrienal C(CCCCCCCC\C=C\C=CC=CC)=O